dimethoxyphosphonoacetic acid n-Butyl ester [Butyl-2-dimethoxyphosphorylacetate] C(CCC)C(C(=O)O)P(=O)(OC)OC.C(CCC)OC(CP(=O)(OOC)OOC)=O